BrC=1C=C(C=NC1OC)[C@@H](C)N(C(=O)N[C@H](CC=C)CCC(F)(F)F)CC 1-((R)-1-(5-bromo-6-methoxypyridin-3-yl)ethyl)-1-ethyl-3-((S)-7,7,7-trifluorohept-1-en-4-yl)urea